O=C1NC=2N(C3=C1C=CN=C3)N=CC2C(=O)OCC ethyl 5-oxo-4,5-dihydropyrazolo[1,5-a]pyrido[4,3-e]pyrimidine-3-carboxylate